(R)-2-fluoro-4-(5-(imidazo[1,2-a]pyridin-6-yl)-1-(pyrrolidin-3-ylmethyl)-1H-pyrrolo[2,3-c]pyridin-4-yl)benzonitrile FC1=C(C#N)C=CC(=C1)C1=C2C(=CN=C1C=1C=CC=3N(C1)C=CN3)N(C=C2)C[C@H]2CNCC2